OC(CN1CC2=C(N=C(N=C2)N2N=C(C3=CC=CC=C23)C#N)CC1)C=1C(=C2COC(C2=CC1)=O)C 1-(6-(2-hydroxy-2-(4-methyl-1-oxo-1,3-dihydroisobenzofuran-5-yl)ethyl)-5,6,7,8-tetrahydropyrido[4,3-d]pyrimidin-2-yl)-1H-indazole-3-carbonitrile